(cyclopropyl-(4-formylphenyl)methyl)(methyl)carbamic acid tert-butyl ester C(C)(C)(C)OC(N(C)C(C1=CC=C(C=C1)C=O)C1CC1)=O